tert-Butyl N-[2-[4-[2-(tert-butoxycarbonylamino)-3-cyano-7-fluoro-benzothiophen-4-yl]-5-chloro-7-methylsulfonyl-1,3-dihydrofuro[3,4-f]quinolin-9-yl]ethyl]carbamate C(C)(C)(C)OC(=O)NC=1SC2=C(C1C#N)C(=CC=C2F)C2=C1C(=C3C(=CC(=NC3=C2Cl)S(=O)(=O)C)CCNC(OC(C)(C)C)=O)COC1